BrC1=CC=C2CN(C(C2=C1)=O)[C@@H](C=1NC2=CC=CC=C2C1)C1=C(C=CC(=C1)F)OC (R)-6-bromo-2-((5-fluoro-2-methoxyphenyl)(1H-indol-2-yl)methyl)isoindolin-1-one